C(C(C)C)(=O)O isobutanic acid